2-chloro-3-(1-isopentyl-1H-pyrazol-4-yl)-6-(trifluoromethyl)pyridine ClC1=NC(=CC=C1C=1C=NN(C1)CCC(C)C)C(F)(F)F